C(#N)C1CCN(CCCC1)C(=O)OCC1=CC=CC=C1 benzyl 4-cyanoazocane-1-carboxylate